[Si](C)(C)(C(C)(C)C)OCC[C@H](C)NC1=C(C=NC(=C1)Cl)C#CC1CCN(CC1)C(=O)OC(C)(C)C Tert-butyl (S)-4-((4-((4-((tert-butyldimethylsilyl)oxy)butan-2-yl)amino)-6-chloropyridin-3-yl)ethynyl)piperidine-1-carboxylate